C/C(/CC)=C\C1C(=CCCC1(C)C)C (E)-3-methyl-4-(2,6,6-trimethyl-1-cyclohex-2-enyl)but-3-en